methyl-N-phenyl-8-(phenylethynyl)-[1,2,4]triazolo[4,3-a]quinazolin-5-amine CC1=NN=C2N1C1=CC(=CC=C1C(=N2)NC2=CC=CC=C2)C#CC2=CC=CC=C2